benzamide phthalate C(C=1C(C(=O)O)=CC=CC1)(=O)O.C(C1=CC=CC=C1)(=O)N